C(#C)C1(CCN(CC1)C(CC[C@@H](C)[C@H]1CC[C@H]2[C@@H]3CC[C@H]4C[C@H](CC[C@@]4([C@H]3CC[C@]12C)C)O)=O)O (R)-1-(4-ethynyl-4-hydroxypiperidin-1-yl)-4-((3S,5S,8R,9S,10S,13R,14S,17R)-3-hydroxy-10,13-dimethylhexadecahydro-1H-cyclopenta[a]phenanthren-17-yl)pentan-1-one